2-phenylthio-6-methyl-1,4-naphthalenediol C1(=CC=CC=C1)SC1=C(C2=CC=C(C=C2C(=C1)O)C)O